3-methyl-8-[(2S,3S)-2-(2-chloro-3-methyl-phenyl)pyrrolidin-3-yl]-3,8-diazabicyclo[3.2.1]octane dihydrochloride Cl.Cl.CN1CC2CCC(C1)N2[C@@H]2[C@@H](NCC2)C2=C(C(=CC=C2)C)Cl